1-(((4-((2-methyl-1H-indol-5-yl)oxy)-6-methoxyquinolin-7-yl)oxy)methyl)-N,N-dimethylcyclopropylamine CC=1NC2=CC=C(C=C2C1)OC1=CC=NC2=CC(=C(C=C12)OC)OCC1(CC1)N(C)C